C1(=CC=C(C=C1)C(=O)OC1=CC=C(C=C1)C(=O)O)C(=O)OC1=CC=C(C=C1)C(=O)O 1,4-Benzenedicarboxylic acid, 1,4-bis(4-carboxyphenyl) ester